NC1=CC=C(C=C1)N1C=NC2=C1C=C(C=C2)C2=CC=C(C=C2)NC(=O)NCCN(C)C 1-(4-(1-(4-aminophenyl)-1H-benzo[d]imidazol-6-yl)phenyl)-3-(2-(dimethylamino)ethyl)urea